CP(OCC)(OC1=C(C(=CC(=C1)CCCCC)O)[C@H]1CCCC(=C1)C)=O ethyl ((S)-6-hydroxy-5'-methyl-4-pentyl-1',2',3',4'-tetrahydro-[1,1'-biphenyl]-2-yl) methylphosphonate